(5aR,5bS,7aS,8S,10aS,10bR)-5a,7a-dimethyl-2-(morpholinoamino)-5,5a,5b,6,7,7a,8,9,10,10a,10b,11-dodecahydro-4H-cyclopenta[7,8]phenanthro[2,1-d]thiazol-8-ol C[C@@]12CCC=3N=C(SC3C2=CC[C@H]2[C@H]3[C@](CC[C@H]12)([C@H](CC3)O)C)NN3CCOCC3